p-menth-1-en-3-one C1(=CC(C(CC1)C(C)C)=O)C